COC1=CC=C(CNC=2C=3N(C4=CC=C(C=C4N2)C2=CC=NN2C2OCCCC2)C=C(C3)CN3C(OC=C3)=O)C=C1 3-((4-((4-methoxybenzyl)amino)-7-(1-(tetrahydro-2H-pyran-2-yl)-1H-pyrazol-5-yl)pyrrolo[1,2-a]quinoxalin-2-yl)methyl)oxazolin-2-one